chloromethoxybis(1-methylethyl)silane ClCO[SiH](C(C)C)C(C)C